CC1(CCC2=NC=CC=C2O1)C 2,2-dimethyl-3,4-dihydro-2H-pyrano[3,2-b]pyridine